((2R,3R,4R,5R)-4-acetoxy-5-(4,6-dichloro-1H-pyrazolo[3,4-d]pyrimidin-1-yl)-3-Hydroxy-3-(trifluoromethyl)tetrahydrofuran-2-yl)methyl benzoate C(C1=CC=CC=C1)(=O)OC[C@H]1O[C@H]([C@@H]([C@]1(C(F)(F)F)O)OC(C)=O)N1N=CC=2C1=NC(=NC2Cl)Cl